FC1=CC=C(C=C1)N1N=C2CCCCC2=C1C1=CC=NC=C1 2-(4-fluorophenyl)-3-(pyridin-4-yl)-4,5,6,7-tetrahydro-2H-indazole